4-[(2S)-2-amino-4-carboxybutyrylamino]-3,3-dimethylbutanoate N[C@H](C(=O)NCC(CC(=O)[O-])(C)C)CCC(=O)O